(2S)-N-[2-[6-[[5-(3-fluoro-2-pyridyl)thiazol-2-yl]amino]imidazo[4,5-c]pyridin-1-yl]ethyl]azetidine-2-carboxamide FC=1C(=NC=CC1)C1=CN=C(S1)NC1=CC2=C(C=N1)N=CN2CCNC(=O)[C@H]2NCC2